6-(2-methoxyethoxy)-1-methylpyrido[3,2-d]Pyrimidin-2(1H)-one COCCOC=1C=CC=2N(C(N=CC2N1)=O)C